C(C(C)C)P(C1=CC(=CC=C1)C=1C2=CC=CC=C2C(=C2C=CC=CC12)C1=CC2=CC=CC=C2C=C1)(CC(C)C)=O diisobutyl(3-(10-(naphthalen-2-yl)anthracen-9-yl)phenyl)phosphine oxide